6-(5-(3,5-dimethylisoxazol-4-yl)-1-(1-(pyridin-2-yl)ethyl)-1H-pyrrolo[2,3-b]pyridin-3-yl)nicotinic acid CC1=NOC(=C1C=1C=C2C(=NC1)N(C=C2C2=NC=C(C(=O)O)C=C2)C(C)C2=NC=CC=C2)C